methyl 2,5-thiophenedicarboxylate S1C(=CC=C1C(=O)[O-])C(=O)OC